C1(CC1)C1=CC(=CC(=N1)N1C(C2=CC=CC(=C2C1)C(F)(F)F)=O)[C@@H](CC1=NN=CN1C)C (R)-2-(6-cyclopropyl-4-(1-(4-methyl-4H-1,2,4-triazol-3-yl)propan-2-yl)pyridin-2-yl)-4-(trifluoromethyl)isoindolin-1-one